((3-fluoro-4-((2-(trifluoromethyl)pyridin-4-yl)oxy)benzyl)oxy)-1,2,3,4-tetrahydro-9H,11H-3,11a-methanopyrazino[1',2':3,4]imidazo[1,2-c]pyrimidin-9-one FC=1C=C(COC2NC3CN4C2(CN2C(N=CC=C24)=O)C3)C=CC1OC1=CC(=NC=C1)C(F)(F)F